C(C)(C)(C)OC(=O)N1CCN(CC1)C(C=1C(=CCC(C1)=CC1OC(C2=CC=CC=C12)=O)F)=O 1-(tert-Butoxycarbonyl)-4-[5-(3-oxo-3H-isobenzofuran-1-ylmethylene)-2-fluorobenzoyl]piperazine